C(C)OC([C@]1(CN(CC1)C(C)(C)C=1C=CC(=NC1)C)CCC=1SC(=CC1)F)C=1NC=CN1 |o1:4| 5-(2-((3R or S)-3-(ethoxy(1H-imidazol-2-yl)methyl)-3-(2-(5-fluoro-thiophen-2-yl)ethyl)pyrrolidin-1-yl)propan-2-yl)-2-methylpyridine